NC1=CC=C(C=C1C#N)Cl 2-amino-5-chloro-3-cyanobenzene